OC1=C(C=CC=2C(C3=CC(=CC=C3C(C12)=O)O)=O)O 1,2,6-trihydroxyanthraquinone